3-(4-amino-3-chlorophenyl)-1-methyl-1H-pyrazolo[3,4-d]pyrimidin-4-amine NC1=C(C=C(C=C1)C1=NN(C2=NC=NC(=C21)N)C)Cl